4-fluoro-3-isopropyl-2-methyl-5-(4,4,5,5-tetramethyl-1,3,2-dioxaborolan-2-yl)-2H-indazole FC=1C2=C(N(N=C2C=CC1B1OC(C(O1)(C)C)(C)C)C)C(C)C